cyclobutyl (4-cyclobutyl-5-(3,3-difluorocyclobutyl)-1-methyl-1H-pyrazol-3-yl)carbamate C1(CCC1)C=1C(=NN(C1C1CC(C1)(F)F)C)NC(OC1CCC1)=O